(R)-2-(3-fluoro-5-isopropyl-2-methoxyphenyl)-2-((R)-3-((5-(4-methoxy-5,6,7,8-tetrahydro-1,8-naphthyridin-2-yl)pentyl)oxy)pyrrolidin-1-yl)acetic acid FC=1C(=C(C=C(C1)C(C)C)[C@H](C(=O)O)N1C[C@@H](CC1)OCCCCCC1=NC=2NCCCC2C(=C1)OC)OC